N-(3-(1,1-difluoroethyl)phenyl)-1-(3-methoxyphenyl)-3-methyl-5-oxo-4,5-dihydro-1H-pyrazole-4-carboxamide FC(C)(F)C=1C=C(C=CC1)NC(=O)C1C(=NN(C1=O)C1=CC(=CC=C1)OC)C